(S)-2-((tert-Butoxycarbonyl)amino)-3-(6-(pyrrolidin-1-yl)pyridin-3-yl)propanoic acid C(C)(C)(C)OC(=O)N[C@H](C(=O)O)CC=1C=NC(=CC1)N1CCCC1